ClC=1C=CC(=NC1)CC(C(C(C)(C)C)O)N1N=CN=C1 1-(5-Chloropyridin-2-yl)-4,4-dimethyl-2-(1H-1,2,4-triazol-1-yl)pentan-3-ol